NC1=C2C(=NC=N1)N(N=C2C=2C=NC=C(C2)O)C(C)C=2OC(C1=CC=CC=C1C2C2=CC(=CC(=C2)CN2CCN(CC2)C)F)=O 3-(1-(4-Amino-3-(5-hydroxypyridin-3-yl)-1H-pyrazolo[3,4-d]pyrimidin-1-yl)ethyl)-4-(3-fluoro-5-((4-methylpiperazin-1-yl)methyl)phenyl)-1H-isochromen-1-on